N-((1s,4s)-4-(((2-bromo-5-(trifluoromethyl)pyrazolo[1,5-a]pyrimidin-7-yl)amino)methyl)-4-phenylcyclohexyl)-N-methylacetamide BrC1=NN2C(N=C(C=C2NCC2(CCC(CC2)N(C(C)=O)C)C2=CC=CC=C2)C(F)(F)F)=C1